CC1(OB(OC1(C)C)C1=C(C=CC=C1)B1OC(C(O1)(C)C)(C)C)C 1,2-bis(4,4,5,5-tetramethyl-1,3,2-dioxaborolan-2-yl)benzene